trifluoromethanesulfinic acid, cesium salt [Cs+].FC(S(=O)[O-])(F)F